C1(CC1)C=1C=C(OC2CCC3=CC=C(C=C23)NC(C=C)=O)C=CC1 N-(3-(3-cyclopropylphenoxy)-2,3-dihydro-1H-inden-5-yl)acrylamide